C(=O)(OC(C)(C)C)NC(C(=O)O)CCCC N-Boc-aminohexanoic acid